CC(C)(OC(NCCOCCOCCCC(=O)O)=O)C 2,2-dimethyl-4-oxo-3,8,11-trioxa-5-aza-pentadecane-15-oic acid